3-[2-(5-Chloro-1-cyclopropylindazol-4-yl)ethynyl]-1-[(3S,5R)-5-(methoxymethyl)-1-(prop-2-enoyl)pyrrolidin-3-yl]-5-(methylamino)pyrazole-4-carboxamide ClC=1C(=C2C=NN(C2=CC1)C1CC1)C#CC1=NN(C(=C1C(=O)N)NC)[C@@H]1CN([C@H](C1)COC)C(C=C)=O